(3R,5R)-5-(3-((2-((trifluoromethoxy)methyl) pyrazolo[1,5-a]pyrazin-4-yl)amino)-1H-pyrazol-5-yl)tetrahydrofuran-3-yl (1-methylcyclopropyl)carbamate CC1(CC1)NC(O[C@H]1CO[C@H](C1)C1=CC(=NN1)NC=1C=2N(C=CN1)N=C(C2)COC(F)(F)F)=O